2-[4-fluoro-3-[2-[[(S)-phenyl-[(3R)-1,2,3,4-tetrahydro-1,5-naphthyridin-3-yl]methyl]amino]ethyl]phenyl]propanoic acid FC1=C(C=C(C=C1)C(C(=O)O)C)CCN[C@@H]([C@H]1CNC2=CC=CN=C2C1)C1=CC=CC=C1